BrC1=C(C(=C(C=2C=CC=NC12)N)I)C 8-Bromo-6-iodo-7-methylquinolin-5-amine